FC1=CC=C(OCCCC(C(=O)N2CCN(CC2)CC2=CC=C(C(=O)O)C=C2)(C)C)C=C1 4-((4-(5-(4-fluorophenoxy)-2,2-dimethylpentanoyl)piperazin-1-yl)methyl)benzoic acid